CS(=O)(=O)N1CCC(CC1)OC1=C(C=CN=N1)OC 6-{[1-(methanesulfonyl)piperidin-4-yl]oxy}-5-methoxypyridazin